1-[4-(3-{hydroxy[4-(trifluoromethyl)phenyl]methyl}pyrazin-2-yl)piperazin-1-yl]prop-2-en-1-one OC(C=1C(=NC=CN1)N1CCN(CC1)C(C=C)=O)C1=CC=C(C=C1)C(F)(F)F